8-((2,3-dimethoxybenzyl)sulfonyl)-1,3,7-trimethyl-1H-purine-2,6(3H,7H)-dione COC1=C(CS(=O)(=O)C2=NC=3N(C(N(C(C3N2C)=O)C)=O)C)C=CC=C1OC